CC1(CC=2N=C3C(=C(C2CO1)C)CNC3=O)C 6,6,9-Trimethyl-1,2,5,8-tetrahydro-6H-7-oxa-2,4-diaza-cyclopenta[b]naphthalen-3-one